(3R,4R)-4-{[5-chloro-7-(1-ethylcyclobutyl)imidazo[4,3-f][1,2,4]triazin-2-yl]amino}-1-trifluoromethanesulfonylpiperidin-3-ol ClC=1N=C(N2N=C(N=CC21)N[C@H]2[C@@H](CN(CC2)S(=O)(=O)C(F)(F)F)O)C2(CCC2)CC